NC1=NC=CC=C1C1=NC=2C(=NC(=CC2)C2=CC=CC=C2)N1C1=CC=C(C=C1)[C@@H](C)NCCC=1C=CC(=C(C=O)C1)O (R)-5-(2-((1-(4-(2-(2-aminopyridin-3-yl)-5-phenyl-3H-imidazo[4,5-b]pyridin-3-yl)phenyl)ethyl)amino)ethyl)-2-hydroxybenzaldehyde